2-({[8-bromo-2-(morpholin-4-yl)pyrazolo[1,5-a][1,3,5]triazin-4-yl]amino}methyl)-1-{[2-(trimethylsilyl)ethoxy]methyl}-1H-benzimidazol BrC=1C=NN2C1N=C(N=C2NCC2=NC1=C(N2COCC[Si](C)(C)C)C=CC=C1)N1CCOCC1